tert-butyl (2S,4R)-4-methoxy-2-(((S)-1-(4-(4-methylthiazol-5-yl)phenyl) ethyl)carbamoyl)pyrrolidine-1-carboxylate CO[C@@H]1C[C@H](N(C1)C(=O)OC(C)(C)C)C(N[C@@H](C)C1=CC=C(C=C1)C1=C(N=CS1)C)=O